(R or S)-N-(6-(4-chlorophenyl)-4,5,6,7-tetrahydrobenzo[d]thiazol-2-yl)-4-(2-methoxyphenyl)-6-methylnicotinamide ClC1=CC=C(C=C1)[C@H]1CC2=C(N=C(S2)NC(C2=CN=C(C=C2C2=C(C=CC=C2)OC)C)=O)CC1 |o1:7|